C[C@@H]1CC2=C(C=C(C(=C2C(=O)O1)O)C(=O)N[C@@H](CC3=CC=CC=C3)C(=O)O)Cl (-)-N-((5-chloro-8-hydroxy-3-methyl-1-oxo-7-isochromanyl)carbonyl)-3-phenylalanine